3,6-dibromo-9,10-dibutoxyphenanthrene BrC=1C=CC=2C(=C(C3=CC=C(C=C3C2C1)Br)OCCCC)OCCCC